4-((R)-4-propenoyl-3-methylpiperazin-1-yl)-8-chloro-6-fluoro-1-(2-isopropyl-4-methylpyridin-3-yl)-7-(5-methyl-1H-indazol-7-yl)-2-oxo-1,2-dihydroquinoline-3-carbonitrile C(C=C)(=O)N1[C@@H](CN(CC1)C1=C(C(N(C2=C(C(=C(C=C12)F)C=1C=C(C=C2C=NNC12)C)Cl)C=1C(=NC=CC1C)C(C)C)=O)C#N)C